(5Z)-5-(1H-indol-3-ylmethylene)-2-[2-(trifluoromethyl)phenyl]amino-1,3-thiazol N1C=C(C2=CC=CC=C12)\C=C/1\C=NC(S1)NC1=C(C=CC=C1)C(F)(F)F